tert-butyl (R)-(3-methyl-5-(2-oxo-2-(((2-oxo-1,2,3,4-tetrahydroquinolin-6-yl)methyl)(1-(pyrimidin-2-yl)ethyl)amino)acetamido)pyridin-2-yl)carbamate CC=1C(=NC=C(C1)NC(C(N([C@H](C)C1=NC=CC=N1)CC=1C=C2CCC(NC2=CC1)=O)=O)=O)NC(OC(C)(C)C)=O